silicon tetrachloride [Si](Cl)(Cl)(Cl)Cl